Octanesulfonic acid sodium salt [Na+].C(CCCCCCC)S(=O)(=O)[O-]